hydrogentungstate O[W](=O)(=O)[O-]